ClC=1C(=C(C(=NC1)N)[N+](=O)[O-])N1CCN(CC1)CC1=CC=C(C=C1)Cl 5-chloro-4-[4-{4-chlorobenzyl}piperazin-1-yl]-3-nitropyridin-2-amine